C(=C)C1=CC=C(C=C1)C=1C=C2C(C=3C=CC=CC3N3C2=C(C1)C(C=1C=CC=CC13)=O)=O 7-(4-vinylphenyl)quinolino[3,2,1-de]acridine-5,9-dione